(3R)-3-(4-((7-((adamantan-1-yl)amino)heptyl)thio)-1-oxoisoindolin-2-yl)piperidine-2,6-dione C12(CC3CC(CC(C1)C3)C2)NCCCCCCCSC2=C3CN(C(C3=CC=C2)=O)[C@H]2C(NC(CC2)=O)=O